NC=1C(=NC=C(C1)C1=CC=2C3=C(C=NC2C=C1F)N(C(C31CCC1)=O)C)OCCN(C(OC(C)(C)C)=O)C(C)C tert-Butyl (2-((3-amino-5-(7'-fluoro-3'-methyl-2'-oxo-2',3'-dihydrospiro[cyclobutane-1,1'-pyrrolo[2,3-c]quinolin]-8'-yl)pyridin-2-yl)oxy)ethyl)(isopropyl)carbamate